FC(C=1C=CC(=NC1)N1C(N([C@H](C1)C#N)C1=CN=CC2=CC=CC=C12)=O)F (R)-1-(5-(difluoromethyl)pyridin-2-yl)-3-(isoquinolin-4-yl)-2-oxoimidazolidine-4-carbonitrile